FC1=C(C2=C(C=3C=NN(C3C=C2S1)COCC[Si](C)(C)C)O)C#C[Si](C(C)C)(C(C)C)C(C)C 6-fluoro-5-((triisopropylsilyl)ethynyl)-1-((2-(trimethylsilyl)ethoxy)methyl)-1H-thieno[3,2-f]indazol-4-ol